N-hydroxymethyl-N-(1,3-bis(hydroxymethyl)-2,5-dioxoimidazolin-4-yl)-N'-hydroxy-methylurea OCN(C(=O)N(O)C)C1N(C(N(C1=O)CO)=O)CO